1-[(Triethoxysilyl)methyl]-piperidin C(C)O[Si](OCC)(OCC)CN1CCCCC1